CC1(CC(CC(C1)C)NCC)C 3,3,5-Trimethylcyclohexylaminoethan